2-(7-((2S,5R)-2,5-diethyl-4-(1-(7-fluorobenzo[d]thiazol-6-yl)ethyl)piperazin-1-yl)-4-methyl-5-oxo-4,5-dihydro-2H-pyrazolo[4,3-b]pyridin-2-yl)acetonitrile C(C)[C@@H]1N(C[C@H](N(C1)C(C)C1=C(C2=C(N=CS2)C=C1)F)CC)C=1C=2C(N(C(C1)=O)C)=CN(N2)CC#N